ClC1=C(C2=CC=CC=C2C=C1OC)C1=C(C=2N=C(N=C(C2C=N1)N1C[C@H]2C[C@H]([C@@H](C1)C2)O)OC[C@]21CCCN1C[C@@H](C2)F)F (1R,5R,6R)-3-(7-(2-chloro-3-methoxynaphthalen-1-yl)-8-fluoro-2-(((2R,7aS)-2-fluorohexahydro-1H-pyrrolizin-7a-yl)methoxy)pyrido[4,3-d]pyrimidin-4-yl)-3-azabicyclo[3.2.1]octan-6-ol